(7-fluoro-2,3-dihydrobenzofuran-6-yl)boronic acid FC1=C(C=CC=2CCOC21)B(O)O